3-[4-(5-Cyclopropylcarbamoyl-2-methyl-phenyl)-imidazol-1-yl]-imidazo[1,2-a]pyridine-6-carboxylic acid C1(CC1)NC(=O)C=1C=CC(=C(C1)C=1N=CN(C1)C1=CN=C2N1C=C(C=C2)C(=O)O)C